BrC1=CC(=C(C(=N1)[C@@](CC(=O)OCC)(C)N[S@](=O)C(C)(C)C)Cl)[Si](CC)(CC)CC (S)-Ethyl 3-(6-bromo-3-chloro-4-(triethyl silyl)pyridin-2-yl)-3-((R)-1,1-dimethylethylsulfinamido)butanoate